(S)-2-(5-amino-2-methoxy-5,7-dihydrospiro[cyclopenta[b]pyridin-6,4'-piperidin]-1'-yl)-5-((2-amino-3-chloropyridin-4-yl)thio)-3-methylpyridin-4(3H)-one NC1C=2C(=NC(=CC2)OC)CC12CCN(CC2)C2=NC=C(C([C@H]2C)=O)SC2=C(C(=NC=C2)N)Cl